COC1=CC(=NC(=C1)OC)NC1=NC=CC(=N1)N1C=2N(CCC1)N=C(C2)C#CC(C)(O)C=2SC=CN2 4-(4-(2-((4,6-Dimethoxypyridin-2-yl)amino)pyrimidin-4-yl)-4,5,6,7-tetrahydropyrazolo[1,5-a]pyrimidin-2-yl)-2-(thiazol-2-yl)but-3-yn-2-ol